C(OC1=C(C(=C(C=C1)[N+](=O)[O-])C([C@@H](NC([C@@H](NC(CCCCCN1C(C=CC1=O)=O)=O)C(C)C)=O)C)=O)CC1=CC=C(C=C1)N)([O-])=O 6-maleimidocaproyl-valyl-alanyl-(4-aminobenzyl)-(4-nitrophenyl) carbonate